C(C)(=O)OC=1C=C(C(=O)O)C=C(C1C(C)C)OC(C)=O 3,5-diacetoxy-4-isopropylbenzoic acid